FC(C=1C=C(C=C(C1)C(F)(F)F)C1=NNC(=N1)SC1=C(N=CN1C)[N+](=O)[O-])(F)F 3-(3,5-bis(trifluoromethyl)phenyl)-5-((1-methyl-4-nitro-1H-imidazol-5-yl)thio)-1H-1,2,4-triazole